ClC=1C(=NC(=NC1)NC1CCOCC1)C1=CC=C2CN(C(C2=C1)=O)[C@@H](C(=O)N[C@H](CO)C1=CC(=NC=C1)OC)C (2R)-2-(6-{5-chloro-2-[(oxacyclohex-4-yl)amino]pyrimidin-4-yl}-1-oxo-2,3-dihydro-1H-isoindol-2-yl)-N-[(1S)-2-hydroxy-1-(2-methoxypyridin-4-yl)ethyl]propionamide